C(C)NC=1C2=C(N=C(N1)NC1=CC=C(C3=C1OCO3)C(=O)N3CCC(CC3)N3CCOCC3)NC=C2C(F)(F)F (7-((4-(ethylamino)-5-(trifluoromethyl)-7H-pyrrolo[2,3-d]pyrimidin-2-yl)amino)benzo[d][1,3]dioxol-4-yl)(4-morpholinopiperidin-1-yl)methanone